C1(CC1)C1=CN(C=2N=NC(=CC21)C2=C(C=C(C=C2C)C(F)(F)F)O)C2CC(C2)(C)O 2-[5-cyclopropyl-7-[(1s,3s)-3-hydroxy-3-methylcyclobutyl]-7H-pyrrolo[2,3-c]pyridazin-3-yl]-3-methyl-5-(trifluoromethyl)phenol